1-(3-(hydroxymethyl)-5-(trifluoromethyl)phenyl)-3-(2-(pyrazolo[5,1-b]thiazole-7-carbonyl)-2-azaspiro[3.3]heptan-6-yl)urea OCC=1C=C(C=C(C1)C(F)(F)F)NC(=O)NC1CC2(CN(C2)C(=O)C=2C=NN3C2SC=C3)C1